4-((2,2'-dimethyl-[1,1'-biphenyl]-4-yl)oxy)-N-methylaniline CC1=C(C=CC(=C1)OC1=CC=C(NC)C=C1)C1=C(C=CC=C1)C